Natrium 3-methylbutan-2-olat CC(C(C)[O-])C.[Na+]